(Z)-2-((4-amino-1,1,2-trifluorobut-2-en-yl)sulfonyl)-N-methylaniline NC\C=C(\C(F)(F)S(=O)(=O)C1=C(NC)C=CC=C1)/F